[4-[6-(5-cyclopropyl-4H-1,2,4-triazol-3-yl)-2-azaspiro[3.3]heptane-2-carbonyl]piperazino]-[5-(2-pyridyl)-2-thienyl]methanone C1(CC1)C=1NC(=NN1)C1CC2(CN(C2)C(=O)N2CCN(CC2)C(=O)C=2SC(=CC2)C2=NC=CC=C2)C1